2,8,9-Triisopropyl-2,5,8,9-tetraaza-1-phosphabicyclo[3.3.3]undecane C(C)(C)N1P2N(CCN(CC1)CCN2C(C)C)C(C)C